4-fluoro-5-methoxy-N1-(4'-methoxy-[1,1'-biphenyl]-4-yl)benzene-1,2-diamine FC=1C=C(C(=CC1OC)NC1=CC=C(C=C1)C1=CC=C(C=C1)OC)N